(5-(((5-fluoro-2,3-dihydrobenzofuran-4-yl)methyl)amino)-8-(4-fluorophenyl)imidazo[1,5-c]pyrimidin-1-yl)dimethylphosphine oxide FC=1C=CC2=C(CCO2)C1CNC1=NC=C(C=2N1C=NC2P(C)(C)=O)C2=CC=C(C=C2)F